OCC(CNC(=O)N1C[C@H](OCC1)CC1=CC=C(C=C1)OC)CC1=CC=C(C=C1)C(F)(F)F (2R)-N-[2-(hydroxymethyl)-3-[4-(trifluoromethyl)phenyl]propyl]-2-[(4-methoxyphenyl)methyl]morpholine-4-carboxamide